(1R,3S,5R)-2-(2-(4-amino-7H-pyrrolo[2,3-d]pyrimidin-7-yl)acetyl)-N-(3-chloro-2-fluorophenylmethyl)-2-azabicyclo[3.1.0]hexane-3-carboxamide NC=1C2=C(N=CN1)N(C=C2)CC(=O)N2[C@@H]1C[C@@H]1C[C@H]2C(=O)NCC2=C(C(=CC=C2)Cl)F